3-(3-fluorophenoxy)propyl-trimethyltin FC=1C=C(OCCC[Sn](C)(C)C)C=CC1